C(=O)(O)C1C(CCCC1)C1C(CCCC1)C(=O)O 2,2'-dicarboxy-1,1'-bicyclohexane